5-[[2-(4-methyl-1,2,5-oxadiazol-3-yl)benzoimidazol-1-yl]methyl]pyridine-2-carbonitrile CC=1C(=NON1)C1=NC2=C(N1CC=1C=CC(=NC1)C#N)C=CC=C2